4-nitrophenylprop-2-yn-1-ylcarbonate [N+](=O)([O-])C1=CC=C(C=C1)C#CCOC([O-])=O